tert-butyl N-[2-[1-(oxan-2-yl)indazol-3-yl]-5,6,7,8-tetrahydroquinolin-5-yl]carbamate O1C(CCCC1)N1N=C(C2=CC=CC=C12)C1=NC=2CCCC(C2C=C1)NC(OC(C)(C)C)=O